1-Methyl-2-(1-phenylpyridin-1-ium-4-yl)naphtho[1,2-d]thiazol-1-ium bis(tetrafluoroborate) F[B-](F)(F)F.F[B-](F)(F)F.C[N+]1=C(SC2=C1C1=CC=CC=C1C=C2)C2=CC=[N+](C=C2)C2=CC=CC=C2